1'-({5-[5-(difluoromethyl)-1,3,4-oxadiazol-2-yl]-1,3-thiazol-2-yl}methyl)-1',2'-dihydrospiro[cyclopropane-1,3'-pyrrolo[2,3-c]pyridin]-2'-one FC(C1=NN=C(O1)C1=CN=C(S1)CN1C(C2(C=3C1=CN=CC3)CC2)=O)F